6-[[(3R)-1-Ethyl-3-piperidyl]amino]-3-(4-hydroxy-2,3-dihydrobenzofuran-5-yl)-4-methyl-1,2,4-triazin-5-on C(C)N1C[C@@H](CCC1)NC=1C(N(C(=NN1)C=1C=CC2=C(CCO2)C1O)C)=O